IC=1C(=CC=C2C=CC(NC12)=O)O 8-iodo-7-hydroxy-2-quinolone